cyclopent-1-ene-1,2-dicarboxylic Acid C1(=C(CCC1)C(=O)O)C(=O)O